ClC1=C(C=C(CC(C(=O)N)C)C=C1)C=1NC(C=C(N1)C=1C=NC(=CC1)OCC(F)F)=O (4-chloro-3-{4-[6-(2,2-difluoroethoxy)pyridin-3-yl]-6-oxo-1,6-dihydropyrimidin-2-yl}benzyl)propionamide